(E)-1-(4-(4-((4-([1,2,4]triazolo[1,5-a]pyridin-7-yloxy)-3-methylphenyl)amino)pyrrolo[2,1-f][1,2,4]triazin-5-yl)-3,3-difluoropiperidin-1-yl)-4-(dimethylamino)but-2-en-1-one N=1C=NN2C1C=C(C=C2)OC2=C(C=C(C=C2)NC2=NC=NN1C2=C(C=C1)C1C(CN(CC1)C(\C=C\CN(C)C)=O)(F)F)C